1,1,1,3,3,3-hexafluoropropane FC(CC(F)(F)F)(F)F